N1=C(C=CC(=C1)C=O)C1=NC=C(C=C1)C=O 2,2'-bipyridyl-5,5'-dialdehyde